N1=C(C=CC=2CCCNC12)CCC1CC(C1)C1(OCCCC1)C1(CC1)C(=O)N[C@@H](CCO)C(=O)O o-(3-(2-(5,6,7,8-tetrahydro-1,8-naphthyridin-2-yl)ethyl)cyclobutyl)-N-(1-(tetrahydro-2H-pyran-2-yl)cyclopropane-1-carbonyl)homoserine